1-(1-(6-Chloro-1-(pyridin-3-yl)-1H-indazol-3-yl)ethyl)-3-phenyl-1H-pyrazolo[3,4-d]pyrimidin-4-amine ClC1=CC=C2C(=NN(C2=C1)C=1C=NC=CC1)C(C)N1N=C(C=2C1=NC=NC2N)C2=CC=CC=C2